(2-chloro-3-(trifluoromethyl)phenyl)methylamine ClC1=C(C=CC=C1C(F)(F)F)CN